succinimidyl methylpropionate CC(C(=O)ON1C(CCC1=O)=O)C